(2S)-N-(2-((6-((2-methyl-[1,1'-biphenyl]-3-yl)methoxy)-2,3-dihydrobenzofuran-3-yl)amino)ethyl)acetamide CC1=C(C=CC=C1COC1=CC2=C(C(CO2)NCCNC(C)=O)C=C1)C1=CC=CC=C1